C(C=C)(=O)OCCCCCCCCCCOC(C=C)=O 1,10-Decandiol diacrylat